methoxybenzyl 1-(3-(5-amino-2-chloro-4-fluoro-3-methylbenzamido)-4-(4-methylpiperazin-1-yl)phenyl)-1H-1,2,3-triazole-4-carboxylate NC=1C(=C(C(=C(C(=O)NC=2C=C(C=CC2N2CCN(CC2)C)N2N=NC(=C2)C(=O)OC(C2=CC=CC=C2)OC)C1)Cl)C)F